NC=1C(NC(N(N1)C1=CC(=C(C(=C1)Cl)OC=1C2=C(C(NN1)=O)C(CC2)C2CC2)Cl)=O)=O 6-amino-2-(3,5-dichloro-4-((7-cyclopropyl-1-oxo-2,5,6,7-tetrahydro-1H-cyclopenta[d]pyridazin-4-yl)oxy)phenyl)-1,2,4-triazine-3,5(2H,4H)-dione